O=C1NC(CCC1N1C(C2=CC=C(C=C2C1=O)N1C2CNCC1CC2)=O)=O 8-(2-(2,6-dioxopiperidin-3-yl)-1,3-dioxoisoindoline-5-yl)-3,8-diazabicyclo[3.2.1]octane